6-(trifluoromethyl)quinazolin-8-ol trifluoroacetate FC(C(=O)O)(F)F.FC(C=1C=C2C=NC=NC2=C(C1)O)(F)F